FC(C1=CC=C(C=C1)N1N=C(C=C1)CO)(F)F (1-(4-(trifluoromethyl)phenyl)-1H-pyrazol-3-yl)methanol